FC1=C(C(=O)NC2=NC(=CC=C2)CN2CCN(CC2)C)C(=CC(=C1)F)F 2,4,6-trifluoro-N-(6-((4-methylpiperazin-1-yl)methyl)pyridin-2-yl)benzamide